Cl.C1(=CCCCC1)C=1N=C2CCCN(C2=CC1)C1=NNC2=NC(=CN=C21)N2CCC1([C@@H]([C@@H](OC1)C)N)CC2 (3S,4S)-8-{3-[6-(cyclohex-1-en-1-yl)-1,2,3,4-tetrahydro-1,5-naphthyridin-1-yl]-1H-pyrazolo[3,4-b]pyrazin-6-yl}-3-methyl-2-oxa-8-azaspiro[4.5]decan-4-amine hydrochloride